2,3,4,5-tetrahydro-1H-pyrido[4,3-b]indol-8-ol C1NCCC=2NC=3C=CC(=CC3C21)O